P(=O)(=O)OC1=CC=CC=C1 phosphophenol